C1(=CC=CC=C1)S(=O)(=O)N1C=CC2=CC=C(C(=C12)Cl)C(F)F 1-(benzenesulfonyl)-7-chloro-6-(difluoromethyl)indole